N1NC(C2=C1N=CC=N2)=O DIHYDROPYRAZOLOPYRAZINONE